7-isopropyl-N-(4-(methoxymethyl)phenyl)-6-(piperidin-4-ylethynyl)pyrrolo[2,1-f][1,2,4]triazine-5-carboxamide C(C)(C)C1=C(C(=C2C=NC=NN21)C(=O)NC2=CC=C(C=C2)COC)C#CC2CCNCC2